(+/-)-3-butyl-1(3H)-isobenzofuranone C(CCC)[C@H]1OC(C2=CC=CC=C12)=O |r|